BrC1=C(C(=C(C(=O)OC)C=C1C(F)F)NC(=O)NC(C(Cl)(Cl)Cl)=O)F Methyl 4-bromo-5-(difluoromethyl)-3-fluoro-2-(3-(2,2,2-trichloroacetyl)ureido)benzoate